[Te-2].[Be+2] Beryllium telluride